diethylene glycol acetate dibutyrate C(CCC)(=O)O.C(CCC)(=O)O.C(C)(=O)O.C(COCCO)O